methyl 2-(3-((5-(3-(aminomethyl)phenyl)-1-isopropyl-1H-indazol-3-yl)methoxy)phenyl)acetate NCC=1C=C(C=CC1)C=1C=C2C(=NN(C2=CC1)C(C)C)COC=1C=C(C=CC1)CC(=O)OC